(2S)-2-amino-3-(3-(4,4-dimethyl-1,2,3,4-tetrahydronaphthalen-1-yl)ureido)propionic acid N[C@H](C(=O)O)CNC(=O)NC1CCC(C2=CC=CC=C12)(C)C